2-(3-([1,1'-biphenyl]-3-yl)-5-hydroxy-4-(4-(N-methylsulfamoyl)benzyl)-1H-pyrazol-1-yl)thiazole-4-carboxylic acid C1(=CC(=CC=C1)C1=NN(C(=C1CC1=CC=C(C=C1)S(NC)(=O)=O)O)C=1SC=C(N1)C(=O)O)C1=CC=CC=C1